BrC1=C(C2=C(N(C(N2C)=O)C2C(N(C(CC2)=O)CC2=CC=C(C=C2)OC)=O)C=C1)F 3-(5-Bromo-4-fluoro-3-methyl-2-oxo-benzimidazol-1-yl)-1-[(4-methoxyphenyl)methyl]piperidine-2,6-dione